4-methyl-7-(prop-2-yl)oxepin-2-one CC=1CC(OC(=CC1)C(C)C)=O